(R)-tert-Butyl 2-((S)-1-hydroxypropyl)morpholine-4-carboxylate O[C@@H](CC)[C@H]1CN(CCO1)C(=O)OC(C)(C)C